C(C)(C)(C)C1=CC(=NO1)C[C@@H]1[C@@H]([C@H]([C@H]([C@H](O1)CO)O)N1N=NC(=C1)C1=C(C=C(C(=C1)F)C)F)OC (2R,3R,4S,5R,6R)-6-((5-(tert-butyl)isoxazol-3-yl)methyl)-4-(4-(2,5-difluoro-4-methylphenyl)-1H-1,2,3-triazol-1-yl)-2-(hydroxymethyl)-5-methoxytetrahydro-2H-pyran-3-ol